N1=C(C=CC=C1)N (PYRIDIN-2-YL)AMINE